CC(C)(CC(=O)O)N beta-valine